2-(4-chloro-5-methyl-6-oxo-pyridazin-1-yl)-N-methyl-N-[4-methyl-3-[2-(2-pyridyl)ethylsulfamoyl]phenyl]propanamide ClC=1C=NN(C(C1C)=O)C(C(=O)N(C1=CC(=C(C=C1)C)S(NCCC1=NC=CC=C1)(=O)=O)C)C